3-(2-fluoro-3-trifluoromethyl-benzyl)-urea FC1=C(CNC(N)=O)C=CC=C1C(F)(F)F